Adamantane-1-carbohydrazide C12(CC3CC(CC(C1)C3)C2)C(=O)NN